C(C)(C)(C)OC(N[C@H](C(=O)N1CC2=C(N=C(N=C2OC2=C(C=C(C=C2C)C#N)C)NC2=CC=C(C=C2)C#N)CC1)CC(C)C)=O (S)-(1-(4-(4-cyano-2,6-dimethylphenoxy)-2-((4-cyanophenyl)amino)-7,8-dihydropyrido[4,3-d]pyrimidin-6(5H)-yl)-4-methyl-1-oxopentan-2-yl)carbamic acid tert-butyl ester